3-[4-[Methyl-[2-(methylamino)ethyl]carbamoyl]phenyl]-1-sulfamoyl-pyrrole-2-carboxylic acid CN(C(=O)C1=CC=C(C=C1)C1=C(N(C=C1)S(N)(=O)=O)C(=O)O)CCNC